3-(3-((6-((5-chlorothiophen-2-yl)methoxy)pyridin-3-yl)methyl)isoxazol-5-yl)pyridin-2-amine ClC1=CC=C(S1)COC1=CC=C(C=N1)CC1=NOC(=C1)C=1C(=NC=CC1)N